CN(C)C[C@@H]1[C@H]([C@]2([C@](C=3C(=NC(=CC3O2)OC)OC)([C@@H]1O)O)C1=CC=C(C=C1)N1CC(C1)OC)C1=CC=CC=C1 (5aR,6S,7S,8R,8aS)-7-((dimethylamino)methyl)-1,3-dimethoxy-5a-(4-(3-methoxyazetidin-1-yl)phenyl)-6-phenyl-5a,6,7,8-tetrahydro-8aH-cyclopenta[4,5]furo[3,2-c]pyridine-8,8a-diol